(1aR,5aR)-2-(5-Chloro-4-methyl-pyridin-2-yl)-1a,2,5,5a-tetrahydro-1H-2,3-diaza-cyclopropa[a]pentalene-4-carboxylic acid (cyano-dimethyl-methyl)-amide C(#N)C(C)(C)NC(=O)C=1C=2C[C@@H]3[C@H](C2N(N1)C1=NC=C(C(=C1)C)Cl)C3